FC1=C(C(=C(C(=C1F)F)F)F)[B-](C1=C(C(=C(C(=C1F)F)F)F)F)(C1=C(C(=C(C(=C1F)F)F)F)F)C1=C(C(=C(C(=C1F)F)F)F)F.C[NH+](CCCCCCCC)CCCCCCCC N-methyl-N,N-dioctylammonium [tetrakis(perfluorophenyl)borate]